The molecule is a very long-chain omega-3 fatty acid that is tetratriacontapentaenoic acid having five double bonds located at positions 19, 22, 25 ,28 and 31 (the 19Z,22Z,25Z,28Z,31Z-isomer). It is an omega-3 fatty acid and a tetratriacontapentaenoic acid. It is a conjugate acid of a (19Z,22Z,25Z,28Z,31Z)-tetratriacontapentaenoate. CC/C=C\\C/C=C\\C/C=C\\C/C=C\\C/C=C\\CCCCCCCCCCCCCCCCCC(=O)O